ClC1=C(C=CC(=C1OC=1C(=C2C(N(C=NC2=CC1)C)=O)Cl)F)NS(=O)(=O)N1C[C@@H](CC1)OC (R)-N-(2-chloro-3-((5-chloro-3-methyl-4-oxo-3,4-dihydroquinazolin-6-yl)oxy)-4-fluorophenyl)-3-methoxypyrrolidine-1-sulfonamide